2-((2-((2,2'-dimethyl-3'-(5-methyl-4,5,6,7-tetrahydrothiazolo[4,5-c]pyridin-2-yl)-[1,1'-biphenyl]-3-yl)carbamoyl)-4,5,6,7-tetrahydropyrazolo[1,5-a]pyridin-4-yl)amino)acetic acid CC1=C(C=CC=C1NC(=O)C1=NN2C(C(CCC2)NCC(=O)O)=C1)C1=C(C(=CC=C1)C=1SC2=C(CN(CC2)C)N1)C